2-(2-hydroxy-5-tert-octylphenyl)-2H-benzotriazole OC1=C(C=C(C=C1)C(C)(C)CC(C)(C)C)N1N=C2C(=N1)C=CC=C2